N-(6-(6,6-Difluoro-3-azabicyclo[3.1.0]hexan-3-yl)-4-(3,3-difluoroazetidin-1-yl)pyridin-2-yl)-5-(trifluoromethyl)pyrazin-2-amine formate C(=O)O.FC1(C2CN(CC12)C1=CC(=CC(=N1)NC1=NC=C(N=C1)C(F)(F)F)N1CC(C1)(F)F)F